N[C@H](C(=O)OC(C)(C)C)C[Si](C)(C)C tert-butyl (2R)-2-amino-3-trimethylsilyl-propanoate